C(C)(C)(C)OC(=O)N1CCC(CC1)C(=O)C=1C2=C(N=CC1OC)N(C=C2)[Si](C(C)C)(C(C)C)C(C)C tert-butyl-4-(5-methoxy-1-triisopropylsilyl-pyrrolo[2,3-b]pyridine-4-carbonyl)piperidine-1-carboxylate